racemic-(2R,4R)-4-aminotetralin-2-carboxylic acid methyl ester hydrochloride Cl.COC(=O)[C@@H]1CC2=CC=CC=C2[C@@H](C1)N |r|